2-chloro-1-(4-(2-methyl-5,6,7,8-tetrahydrobenzo[4,5]thieno[2,3-d]pyrimidin-4-yl)piperazin-1-yl)ethan-1-one ClCC(=O)N1CCN(CC1)C=1C2=C(N=C(N1)C)SC1=C2CCCC1